O1C[C@@H](CC1)N1N=CC(=C1)B1OC(C(O1)(C)C)(C)C (R)-1-(tetrahydrofuran-3-yl)-4-(4,4,5,5-tetramethyl-1,3,2-dioxaborolan-2-yl)-1H-pyrazole